(3-nitrophenyl)(thiazol-2-yl)methanol [N+](=O)([O-])C=1C=C(C=CC1)C(O)C=1SC=CN1